(2S,5R)-2,5-dimethyl-4-(tetrahydro-2H-pyran-4-yl)piperazin C[C@@H]1NC[C@H](N(C1)C1CCOCC1)C